((((2R,3S,4R,5R)-5-(6-chloro-4-((quinolin-5-ylmethyl)amino)-1H-pyrazolo[3,4-d]pyrimidin-1-yl)-3,4-dihydroxytetrahydrofuran-2-yl)methoxy)methyl)phosphonic acid ClC1=NC(=C2C(=N1)N(N=C2)[C@H]2[C@@H]([C@@H]([C@H](O2)COCP(O)(O)=O)O)O)NCC2=C1C=CC=NC1=CC=C2